N1(C=NC2=C1C=CC=C2)[C@H](CSC=2C(=C(C=C1C(=NC(=NC21)O)O)C(F)(F)F)Cl)CO (S)-8-((2-(1H-benzo[d]imidazol-1-yl)-3-hydroxypropyl)thio)-7-chloro-6-(trifluoromethyl)quinazoline-2,4-diol